C1(=CC(=CC=C1)N1C=NC2=C1C=C(C=C2)C#N)C 1-(m-tolyl)-1H-benzo[d]imidazole-6-carbonitrile